4-(3-ethynylanilino)7-methoxy-6-nitroquinazoline C(#C)C=1C=C(NC2=NC=NC3=CC(=C(C=C23)[N+](=O)[O-])OC)C=CC1